4-(2-(4-Aminopiperidin-1-yl)-6-(3-fluoro-2-(trifluoromethyl)phenyl)quinazolin-4-yl)-2-fluorobenzonitrile NC1CCN(CC1)C1=NC2=CC=C(C=C2C(=N1)C1=CC(=C(C#N)C=C1)F)C1=C(C(=CC=C1)F)C(F)(F)F